3-(cyclohexyloxy)benzenesulfonyl chloride C1(CCCCC1)OC=1C=C(C=CC1)S(=O)(=O)Cl